Benzenebutanal C1(=CC=CC=C1)CCCC=O